ClC1=C(C=CC(=C1)N1CCN(CC1)CCO)NC(=O)C1=CN=C(N1)C=1N(C=NC1C1=CC=C(C=C1)F)OC N-(2-chloro-4-(4-(2-hydroxyethyl)piperazin-1-yl)phenyl)-5'-(4-fluorophenyl)-3'-methoxy-1H,3'H-[2,4'-biimidazole]-5-carboxamide